C(C(C(CC(=O)OCCCCCCCCCCCC)C(=O)OC1CC(NC(C1)(C)C)(C)C)C(=O)OC1CC(NC(C1)(C)C)(C)C)C(=O)OC1CC(NC(C1)(C)C)(C)C tris(2,2,6,6-tetramethyl-4-piperidyl) dodecyl 1,2,3,4-butanetetracarboxylate